N,N-dibenzylpyrrolidin-3-amine C(C1=CC=CC=C1)N(C1CNCC1)CC1=CC=CC=C1